methyl 4-(N'-hydroxycarbamimidoyl)-3-nitrobenzoate ON=C(N)C1=C(C=C(C(=O)OC)C=C1)[N+](=O)[O-]